2-(((3S,6S,10aS)-5-oxo-3-(3-(pyridin-3-yl)pyrrolidine-1-carbonyl)decahydropyrrolo[1,2-a]azocin-6-yl)carbamoyl)benzo[b]thiophen O=C1[C@H](CCCC[C@@H]2N1[C@@H](CC2)C(=O)N2CC(CC2)C=2C=NC=CC2)NC(=O)C2=CC1=C(S2)C=CC=C1